E,Z-2,13-Octadecadienal C(\C=C\CCCCCCCCC\C=C/CCCC)=O